NCCNCCC[Si](OC)(OC)OC [3-(2-aminoethylamino)-propyl]-trimethoxysilane